2-(4-bromophenyl)-1-(4-(2-(dimethylamino)ethoxy)phenyl)-1-phenylbutanol BrC1=CC=C(C=C1)C(C(O)(C1=CC=CC=C1)C1=CC=C(C=C1)OCCN(C)C)CC